2,4,6-Triaminotoluene hydrochloride Cl.NC1=C(C)C(=CC(=C1)N)N